C(C=C)(=O)N1C[C@@H](CC1)C1=CN(C=2C(=NNC(C21)=O)N)C2=CC=C(C=C2)OC2=CC(=CC(=C2)F)F (S)-3-(1-acryloylpyrrolidin-3-yl)-7-amino-1-(4-(3,5-difluorophenoxy)phenyl)-1,5-dihydro-4H-pyrrolo[2,3-d]pyridazin-4-one